(3R)-3-amino-5-[(4-chlorophenyl)methyl]-8-fluoro-1,1-dioxo-7-[5-(1,2,2,2-tetrafluoroethyl)-1,2,4-oxadiazol-3-yl]-2,3-dihydro-1λ6,5-benzothiazepin-4-one N[C@H]1CS(C2=C(N(C1=O)CC1=CC=C(C=C1)Cl)C=C(C(=C2)F)C2=NOC(=N2)C(C(F)(F)F)F)(=O)=O